methyl 2-amino-4-(hydroxymethyl)-1-(3-methoxy-2,6-dimethylphenyl)-5,6-dimethyl-1H-pyrrolo[2,3-b]pyridine-3-carboxylate NC1=C(C=2C(=NC(=C(C2CO)C)C)N1C1=C(C(=CC=C1C)OC)C)C(=O)OC